1-phenyl-2-(4-(trifluoromethyl)phenyl)diazene C1(=CC=CC=C1)N=NC1=CC=C(C=C1)C(F)(F)F